N=C1C(C(=C2C=CC=CC2=C1)C(C(=O)O)C(=O)O)C(=O)C1C(=C2C=CC=CC2=CC1=N)C(C(=O)O)C(=O)O iminodicarboxymethyl-2-naphthylketone